(R)-2-amino-4-methyl-N-(5-methyl-2-((4-(4-methylpiperazin-1-yl)phenyl)amino)thieno[2,3-d]pyrimidin-4-yl)pentanamide N[C@@H](C(=O)NC=1C2=C(N=C(N1)NC1=CC=C(C=C1)N1CCN(CC1)C)SC=C2C)CC(C)C